C(C)(C)(C)OC(N[C@@H](C)C1=NC2=CC=C(C(=C2C(N1C1=CC=CC=C1)=O)Cl)F)=O (S)-(1-(5-chloro-6-fluoro-4-oxo-3-phenyl-3,4-dihydroquinazolin-2-yl)ethyl)carbamic acid tert-butyl ester